O=C1O[C@H]2C=C[C@@]1([C@@H](C2)C2=C(C=CC=C2)C)C(=O)OC Methyl (1R,4R,8S)-3-oxo-8-(o-tolyl)-2-oxabicyclo[2.2.2]oct-5-ene-4-carboxylate